C1=CC=CC=2C3=CC=CC=C3C(C12)COC(=O)N(C(C(=O)OC(C)(C)C)CC1=CC(=CC=C1)OCC=C)C tert-Butyl 2-((((9H-fluoren-9-yl)methoxy) carbonyl)(methyl)amino)-3-(3-(allyloxy) phenyl)propanoate